FC(CN1C(=NC=2C1=NC(=CC2)C=2C=CN1N=C(N=C(C12)NC)NC1(CCOCC1)C)C)F 5-(3-(2,2-Difluoroethyl)-2-methyl-3H-imidazo[4,5-b]pyridin-5-yl)-N4-methyl-N2-(4-methyltetrahydro-2H-pyran-4-yl)pyrrolo[2,1-f][1,2,4]triazine-2,4-diamine